FC=1C(=C(C=NC1O)C(=O)OC)NC1=C(C=C(C=C1)I)F.C(CCCCCCCCCCCCCCCCCCC)[Si](O[SiH2]O[SiH2]O[SiH2]O[SiH2]O[SiH2]O[SiH2]O[SiH2]O[SiH2]O[SiH3])(C)C eicosyldimethyl decasiloxane methyl 5-fluoro-4-(2-fluoro-4-iodoanilino)-6-hydroxypyridine-3-carboxylate